4'-(tert-butyl)-5-chloro-1,1'-biphenyl C(C)(C)(C)C1=CC=C(C=C1)C1=CC=CC(=C1)Cl